FC1=NC=CN=C1 fluoropyrazin